3-{5-[4-(6-methoxypyrimidin-4-yl)-1,2,3-triazol-1-yl]-1-oxo-3H-isoindol-2-yl}piperidine-2,6-dione COC1=CC(=NC=N1)C=1N=NN(C1)C=1C=C2CN(C(C2=CC1)=O)C1C(NC(CC1)=O)=O